CN1CCC(CC1)N1C(C2=C3C(C=CC3=C3C(C=C2)=CC=NN3)=N1)=O 4-(1-methylpiperidin-4-yl)-4,11-dihydro-5H-3,4,10,11-tetraazadibenzo[cd,h]azulen-5-one